FC1(CCN(CC1)C)C#CC1=CC(=NC(=C1)C)C(=O)[O-].[Li+] lithium 4-((4-fluoro-1-methylpiperidin-4-yl) ethynyl)-6-methylpicolinate